C[C@H]1N(CCOC1)C=1N=C(C=2N(C1)C(=CC2)S(=O)(=O)C)C2=C1C(=NC=C2)NC=C1 (R)-3-methyl-4-(6-(methylsulfonyl)-1-(1H-pyrrolo[2,3-b]pyridin-4-yl)pyrrolo[1,2-a]pyrazin-3-yl)morpholine